N-(6-bromopyridin-2-yl)pyrrolidine-2-carboxamide BrC1=CC=CC(=N1)NC(=O)C1NCCC1